(35CE)-Amphetamine-d6 N(C(C([2H])([2H])[2H])(CC1=CC=CC=C1)[2H])([2H])[2H]